2-(2-Methoxyquinolin-6-yl)acetic acid COC1=NC2=CC=C(C=C2C=C1)CC(=O)O